[4-amino-2-(4-fluoroanilino)-1,3-thiazol-5-yl][4-(1H-pyrazol-1-ylmethyl)phenyl]methanone NC=1N=C(SC1C(=O)C1=CC=C(C=C1)CN1N=CC=C1)NC1=CC=C(C=C1)F